4-((2R,4R)-1-((5-methoxy-7-methyl-1H-indol-4-yl)methyl)-4-(pyridin-2-yl)piperidin-2-yl)benzoic acid COC=1C(=C2C=CNC2=C(C1)C)CN1[C@H](C[C@@H](CC1)C1=NC=CC=C1)C1=CC=C(C(=O)O)C=C1